N-(1-(azetidin-1-ylmethyl)cyclopropyl)-2-(3-fluoro-5-methoxyphenyl)-2-methylpropanamide N1(CCC1)CC1(CC1)NC(C(C)(C)C1=CC(=CC(=C1)OC)F)=O